4-(((Z)-5-((Z)-5-bromo-2-oxoindoline-3-ylidene)-3-(4-fluorophenyl)-4-oxothiazolidin-2-ylidene)amino)benzenesulphonamide BrC=1C=C2/C(/C(NC2=CC1)=O)=C/1\C(N(/C(/S1)=N/C1=CC=C(C=C1)S(=O)(=O)N)C1=CC=C(C=C1)F)=O